2-(3-bromo-1-(2,6-dimethylbenzyl)-1H-pyrazol-5-yl)propan-2-ol BrC1=NN(C(=C1)C(C)(C)O)CC1=C(C=CC=C1C)C